BrC1=CC(=NC=C1)C1=NC2=C(N1COCC[Si](C)(C)C)CN(C2)C(=O)OC(C)(C)C tert-butyl 2-(4-bromopyridin-2-yl)-1-((2-(trimethylsilyl)ethoxy)methyl)-4,6-dihydropyrrolo[3,4-d]imidazole-5(1H)-carboxylate